[5-(4-aminocinnolin-7-yl)-2-methyl-4-oxazol-2-yl-phenyl]boronic acid formate salt C(=O)O.NC1=CN=NC2=CC(=CC=C12)C=1C(=CC(=C(C1)B(O)O)C)C=1OC=CN1